3-(indolin-1-ylsulfonyl)-N-(4-morpholinophenyl)benzamide N1(CCC2=CC=CC=C12)S(=O)(=O)C=1C=C(C(=O)NC2=CC=C(C=C2)N2CCOCC2)C=CC1